C(C)(C)N1N=CN=C1C(=O)O 2-isopropyl-1,2,4-triazole-3-carboxylic acid